C(C)(C)(C)C=1NC2=C(C=C(C=C2C1C=O)Cl)C 2-TERT-BUTYL-5-CHLORO-7-METHYL-1H-INDOLE-3-CARBALDEHYDE